6-[5-(difluoromethyl)-1,3,4-oxadiazol-2-yl]-2-[(1R,2S)-2-(3-fluorophenyl)-2-hydroxy-1-(oxan-4-yl)ethyl]-2,3-dihydro-1H-isoindol-1-one FC(C1=NN=C(O1)C1=CC=C2CN(C(C2=C1)=O)[C@@H]([C@@H](O)C1=CC(=CC=C1)F)C1CCOCC1)F